4-[4-(2-tert-butyl-4-methylphenoxy)-3-methoxyphenyl]-2h,4h,5h,6h,7h-pyrazolo[3,4-b]pyridin-6-one C(C)(C)(C)C1=C(OC2=C(C=C(C=C2)C2C=3C(NC(C2)=O)=NNC3)OC)C=CC(=C1)C